ClC(OC1=CC=C(C=C1)NC(=O)C=1C=C2C(C(N(C2=C(C1)C1=CC=NN1)C(C)C)=O)(C)C)(F)F N-(4-(chlorodifluoromethoxy)phenyl)-1-isopropyl-3,3-dimethyl-2-oxo-7-(1H-pyrazol-5-yl)indoline-5-carboxamide